COCC=1N=CC(=NC1)NC1=NNC=C1 3-((5-(methoxymethyl)pyrazin-2-yl)amino)-1H-pyrazol